ClC1=C(C=CC=2C3=C(NC12)CCN(C3C)C(=O)C=3NC(=CN3)OC)Cl (6,7-dichloro-1-methyl-1,3,4,5-tetrahydro-2H-pyrido[4,3-b]indol-2-yl)(5-methoxy-1H-imidazol-2-yl)methanone